N=1C=NN2C1C=C(C=C2)OC2=C(C=C(C=C2)NC=2C1=C(N=CN2)SC(=C1)C=1C=CC(=C(C1)NC(C=C)=O)CN1CCN(CC1)C)C N-(5-(4-((4-([1,2,4]triazolo[1,5-a]pyridin-7-yloxy)-3-methylphenyl)amino)thieno[2,3-d]pyrimidin-6-yl)-2-((4-methylpiperazin-1-yl)methyl)phenyl)acrylamide